FC1=C(C=CC2=C1N(C(=N2)C2=CC=C(C=C2)S(=O)(=O)C)C)C2CCN(CC2)C2CCN(CC2)CC(C)C 7-fluoro-6-(1'-isobutyl-[1,4'-bipiperidin]-4-yl)-1-methyl-2-(4-(methylsulfonyl)phenyl)-1H-benzo[d]imidazole